NC1C(CN(C1)C1=NC=2CCC(CC2C=C1)NC(=O)C1=CC2=C(N=N1)N(C=C2Cl)CC)(C)C(F)F N-{2-[4-amino-3-(difluoromethyl)-3-methylpyrrolidin-1-yl]-5,6,7,8-tetrahydroquinolin-6-yl}-5-chloro-7-ethyl-7H-pyrrolo[2,3-c]pyridazine-3-carboxamide